((1S,4R,6R)-6-((5-bromopyridin-2-yl)oxy)-2-azabicyclo[2.2.1]hept-2-yl)(3-fluoro-2-(2H-1,2,3-triazol-2-yl)phenyl)methanone BrC=1C=CC(=NC1)O[C@@H]1C[C@@H]2CN([C@H]1C2)C(=O)C2=C(C(=CC=C2)F)N2N=CC=N2